4-chloro-7-(1-methyl-1H-pyrazol-4-yl)quinazoline (3r,3as,6r,6as)-6-[(4-methylbenzenesulfonyl)oxy]-hexahydrofuro[3,2-b]furan-3-yl-4-methylbenzenesulfonate CC1=CC=C(C=C1)S(=O)(=O)O[C@@H]1CO[C@H]2[C@@H]1OC[C@H]2OS(=O)(=O)C2=CC=C(C=C2)C.ClC2=NC=NC1=CC(=CC=C21)C=2C=NN(C2)C